N-(3-(3-hydroxypiperidin-1-yl)-1H-pyrazol-4-yl)pyrazolo[1,5-a]pyrimidine-3-carboxamide OC1CN(CCC1)C1=NNC=C1NC(=O)C=1C=NN2C1N=CC=C2